C(C)(CCC)C1=CC=2C(C3=CC=CC=C3C(C2C=C1)=O)=O 2-secondary amyl-anthraquinone